2-(3-cyano-5-fluorophenyl)acethydrazide C(#N)C=1C=C(C=C(C1)F)CC(=O)NN